COC1=CC=C(C=C1)S(=O)(=O)NC(C=C)=O N-(4-methoxyphenylsulphonyl)acrylamide